CC1=C(OC2=C1C=CC=C2)C(=O)NC(CCC=CC(=O)[O-])C=O 6-(3-methylbenzofuran-2-carboxamido)-7-oxohept-2-enoat